O=C1NC(CCC1C1C(=C(C(=O)O)C=CC1=O)C(=O)O)=O 3-(2,6-Dioxopiperidin-3-yl)-4-oxo-3,4-dihydro-phthalic acid